tert-butyl N-[(3R)-1,4-dioxo-7-[5-(1,2,2,2-tetrafluoro-1-methoxy-ethyl)-1,3,4-oxadiazol-2-yl]-5-[[4-(trifluoromethoxy)phenyl]methyl]-2,3-dihydro-1λ4,5-benzothiazepin-3-yl]carbamate O=S1C[C@@H](C(N(C2=C1C=CC(=C2)C=2OC(=NN2)C(C(F)(F)F)(OC)F)CC2=CC=C(C=C2)OC(F)(F)F)=O)NC(OC(C)(C)C)=O